C1CN(CCC12C(=O)NCN2C3=CC=CC=C3)CCCC(=O)C4=CC=C(C=C4)F The molecule is an azaspiro compound that is 1,3,8-triazaspiro[4.5]decane which is substituted at positions 1, 4, and 8 by phenyl, oxo, and 4-(p-fluorophenyl)-4-oxobutyl groups, respectively. It has a role as a dopaminergic antagonist, a serotonergic antagonist, an alpha-adrenergic antagonist, an antipsychotic agent and a psychotropic drug. It is an organofluorine compound, an azaspiro compound, a member of piperidines, a tertiary amino compound and an aromatic ketone.